1-(1-dodecyl)imidazolium C(CCCCCCCCCCC)N1C=[NH+]C=C1